ADRENALIN HYDROCHLORIDE Cl.CNCC(O)C1=CC(O)=C(O)C=C1